NC=1C=C(C=CC1N)C1=CC(=CC=C1)C(=O)NCC1=CC=C(C=C1)C 3',4'-diamino-N-(4-methylbenzyl)-[1,1'-biphenyl]-3-carboxamide